tris-(5-(9-borabicyclo[3.3.1]nonan-9-yl)pentyl)phenyl-phosphonium bromide [Br-].C12CCCC(CCC1)B2CCCCC[P+](C2=CC=CC=C2)(CCCCCB2C1CCCC2CCC1)CCCCCB1C2CCCC1CCC2